[Li].N1N=NN=C1C1=C(C=CC(=C1)C(F)(F)F)C(CCCC)O 1-(2-(1H-Tetrazol-5-yl)-4-(trifluoromethyl)phenyl)pentan-1-ol lithium salt